C1(=CC=CC=C1)S(=O)(=O)NC=1C=C(C=CC1)N1N=NC(=C1)C1=C(C(=O)O)C=CN=C1 (1-(3-(benzenesulfonylamino)phenyl)-1H-1,2,3-triazol-4-yl)isonicotinic acid